ClC1=CC=C(C=C1)C1(CN(C1)C(=O)OC(C)(C)C)OC([2H])([2H])[2H] tert-butyl 3-(4-chlorophenyl)-3-(methoxy-d3)azetidine-1-carboxylate